ethyl 6-hydroxy-1-methyl-1H-pyrazolo[3,4-b]pyridine-4-carboxylate OC=1C=C(C2=C(N1)N(N=C2)C)C(=O)OCC